C12(OCC(C1)C2)COC2=NC(N1C(C3=CC=C(C=C3CC1)O)=C2)=O 2-((2-oxabicyclo[2.1.1]hex-1-yl)methoxy)-9-hydroxyl-6,7-dihydro-4H-pyrimido[6,1-a]Isoquinolin-4-one